6-(3-chloro-6-fluorobenzo[b]thiophene-2-carboxamido)-2,4,5-trimethylpyridin-3-yl 3-methoxybenzoate COC=1C=C(C(=O)OC=2C(=NC(=C(C2C)C)NC(=O)C2=C(C3=C(S2)C=C(C=C3)F)Cl)C)C=CC1